2-[(1S)-1-aminoethyl]-5-ethynyl-phenol N[C@@H](C)C1=C(C=C(C=C1)C#C)O